[C@H]12CN(C[C@H](CC1)N2)C=2C1=C(N=C(N2)OC[C@]23CCCN3C[C@@H](C2)F)C(=C(N=C1)C=1C=C(C=C2C=CC3=C(SC=C3)C12)O)F 9-(4-((1R,5S)-3,8-diazabicyclo[3.2.1]octan-3-yl)-8-fluoro-2-(((2R,7aS)-2-fluorotetrahydro-1H-pyrrolizin-7a(5H)-yl)methoxy)pyrido[4,3-d]pyrimidin-7-yl)naphtho[1,2-b]thiophen-7-ol